methyl 5-((2-cyclopropyl-6-ethyl-3,4-dihydroquinolin-1(2H)-yl) sulfonyl)-2-hydroxybenzoate C1(CC1)C1N(C2=CC=C(C=C2CC1)CC)S(=O)(=O)C=1C=CC(=C(C(=O)OC)C1)O